2-(6-(1,3-dioxoisoindolin-2-yl)hex-2-yn-1-yl)-6-methyl-1,3,6,2-dioxazaborocane O=C1N(C(C2=CC=CC=C12)=O)CCCC#CCB1OCCN(CCO1)C